aza-dibenzophosphole N1=CC=CC=2PC3=C(C21)C=CC=C3